C1(=CC=CC=C1)NC(NC=1C=C(C=CC1NC(=O)NC1=CC=CC=C1)NS(=O)(=O)CC1=CC=CC=C1)=O N-(3,4-bis(3-phenylureido)phenyl)toluenesulfonamide